4,4-Difluoro-2-(4-fluorophenyl)-N-{4-[3-(4-fluorophenyl)-5-methyl-4-oxo-7-(2,2,2-trifluoroethyl)-4,5,6,7-tetrahydro-1H-pyrrolo[3,2-c]pyridin-2-yl]pyridin-2-yl}butanamid FC(CC(C(=O)NC1=NC=CC(=C1)C1=C(C=2C(N(CC(C2N1)CC(F)(F)F)C)=O)C1=CC=C(C=C1)F)C1=CC=C(C=C1)F)F